1-(3-cyano-6-(1-methyl-1H-pyrazol-4-yl)pyrazolo[1,5-a]pyridin-4-yl)-4-methylpiperidine C(#N)C=1C=NN2C1C(=CC(=C2)C=2C=NN(C2)C)N2CCC(CC2)C